FC(S(=O)(=N)C1=CC=C(C=C1)CC1CC2(CN(C2)C(=O)N2CC3(C2)NC(OC3)=O)C1)(F)F 2-[6-[[4-(trifluoromethylsulfonimidoyl)phenyl]methyl]-2-azaspiro[3.3]heptane-2-carbonyl]-7-oxa-2,5-diazaspiro[3.4]octan-6-one